(1R,2S)-5'-methoxy-2-(3-{[1-methyl-3-(trifluoromethyl)pyrazol-4-yl]amino}-1H-indazol-6-yl)-1'H-spiro[cyclopropane-1,3'-indol]-2'-one COC=1C=C2[C@]3(C(NC2=CC1)=O)[C@@H](C3)C3=CC=C1C(=NNC1=C3)NC=3C(=NN(C3)C)C(F)(F)F